2-(2,3-dihydro-1H-inden-5-yloxy)-N-(1H-pyrazol-5-yl)-N-(thiophen-2-ylmethyl)acetamide C1CCC2=CC(=CC=C12)OCC(=O)N(CC=1SC=CC1)C1=CC=NN1